caprylyl sulfate S(=O)(=O)(OC(CCCCCCC)=O)[O-]